2-(7-bromo-1-ethyl-4-oxo-1,4-dihydrocinnolin-3-yl)acetaldehyde BrC1=CC=C2C(C(=NN(C2=C1)CC)CC=O)=O